O=C(C(=O)NC=1C2=C(C=NC1)C=NN2)N2[C@H](CN([C@@H](C2)C)C(C(CN(C)C)(C)C)=O)C2=CC=CC=C2 2-oxo-N-(1H-pyrazolo[4,3-c]pyridin-7-yl)-2-[(2S,5R)-4-[3-(dimethylamino)-2,2-dimethyl-propanoyl]-5-methyl-2-phenyl-piperazin-1-yl]acetamide